2,3,5-trifluoro-4-hydroxy-N-({(1r,4r)-4-[6-(2-{4-[(piperidin-4-yl)methyl]piperazin-1-yl}pyrimidin-5-yl)-2H-indazol-2-yl]cyclohexyl}methyl)benzamide FC1=C(C(=O)NCC2CCC(CC2)N2N=C3C=C(C=CC3=C2)C=2C=NC(=NC2)N2CCN(CC2)CC2CCNCC2)C=C(C(=C1F)O)F